3-(5-(2-(azetidin-1-yl)-3-fluoropyridin-4-yl)-1H-imidazol-2-yl)-7-(3-chloro-2-fluoro-6-(1H-tetrazol-1-yl)phenyl)-2,3,8,8a-tetrahydroindolizin-5(1H)-one N1(CCC1)C1=NC=CC(=C1F)C1=CN=C(N1)C1CCC2CC(=CC(N12)=O)C1=C(C(=CC=C1N1N=NN=C1)Cl)F